N[C@H](CC)C1=NC(=CC2=C1CN(C2=O)C2=NC(=CC=C2)C2=NN=CN2CC)N2[C@@H](CCC2)C 4-[(1R)-1-aminopropyl]-2-[6-(4-ethyl-4H-1,2,4-triazol-3-yl)pyridin-2-yl]-6-[(2R)-2-methylpyrrolidin-1-yl]-2,3-dihydro-1H-pyrrolo[3,4-c]pyridin-1-one